3-(6-bromo-1-oxophthalazine-2(1H)-yl)piperidine-2,6-dione BrC=1C=C2C=NN(C(C2=CC1)=O)C1C(NC(CC1)=O)=O